(2S)-1-(3-cyano-1H-pyrrolo[2,3-b]pyridin-4-yl)pyrrolidine-2-carboxylic acid C(#N)C1=CNC2=NC=CC(=C21)N2[C@@H](CCC2)C(=O)O